C(CCC)NCCOC(C(=C)C)=O.OCCCOC(C=C)=O.C(CCCCCCC)NC(C=C)=O N-octyl-acrylamide hydroxypropyl-acrylate butylaminoethyl-methacrylate